COC1=CC=2C(=C(N=NC2C)NC(C)C2=CC(=CC=C2)C(F)(F)F)C=N1 7-methoxy-1-methyl-N-[1-[3-(trifluoromethyl)phenyl]ethyl]pyrido[3,4-d]pyridazin-4-amine